N[C@H]1CN(CCC1)C(=O)C=1C=CC=2N(C1)N=C(C2C)C=2N(C1=C(C=CC=C1C2)C2CCN(CC2)C(=O)C=2SC=CC2)CC2CC2 (R)-(3-aminopiperidin-1-yl)(2-(1-(cyclopropylmethyl)-7-(1-(thiophene-2-carbonyl)piperidin-4-yl)-1H-indol-2-yl)-3-methylpyrazolo[1,5-a]pyridin-6-yl)methanone